O1CCN(CC1)C=1C2=C(N=CN1)NC(=C2)C2=CC=C(NC(C(F)(F)F)[C@H]1CN(CC1)C1CCNCC1)C=C2 4-(4-morpholino-7H-pyrrolo[2,3-d]pyrimidin-6-yl)-N-(2,2,2-trifluoro-1-((R)-1-(piperidin-4-yl)pyrrolidin-3-yl)ethyl)aniline